3,3-dimethoxycyclobutane-1,1-dicarboxylic acid diisopropyl ester C(C)(C)OC(=O)C1(CC(C1)(OC)OC)C(=O)OC(C)C